C(#N)C(C)(C)N1N=C(C(=C1)NC=1C(=NC(=C(N1)C1CC1)C=1C2=C(C=NC1)N(C=N2)C)C(=O)N)C 3-[[1-(1-cyano-1-methylethyl)-3-methyl-pyrazol-4-yl]amino]-5-cyclopropyl-6-(3-methylimidazo[4,5-c]pyridin-7-yl)pyrazine-2-carboxamide